tert-butyl [2-(5-methyl-1,3-thiazol-4-yl)-2-oxoethyl]carbamate CC1=C(N=CS1)C(CNC(OC(C)(C)C)=O)=O